tert-Butyl (Z)-10-((6-oxo-4-phenylpyrimidin-1(6H)-yl)methylene)-7-azaspiro[4.5]decane-7-carboxylate O=C1C=C(N=CN1\C=C/1\CCN(CC12CCCC2)C(=O)OC(C)(C)C)C2=CC=CC=C2